3,4,6,7-tetrahydro-5H-imidazo[4,5-c]pyridine-5-carboxylic acid tert-butyl ester C(C)(C)(C)OC(=O)N1CC2=C(CC1)N=CN2